C(CCC)C=C(C(=O)O)CC(=O)O.[Li] lithium monobutyl-itaconic acid